methyl (S)-3-(4-(((S)-7-(morpholine-4-carbonyl)-2,3-dihydrobenzo[b][1,4]dioxin-2-yl) methoxy) phenyl)-4-hexynoate N1(CCOCC1)C(=O)C=1C=CC2=C(O[C@H](CO2)COC2=CC=C(C=C2)[C@H](CC(=O)OC)C#CC)C1